1-[(2S)-2-({[5-fluoro-4-(3-phenyl-1H-pyrrolo[3,2-b]pyridin-2-yl)pyridin-3-yl]oxy}methyl)pyrrolidin-1-yl]prop-2-en-1-one FC=1C(=C(C=NC1)OC[C@H]1N(CCC1)C(C=C)=O)C1=C(C2=NC=CC=C2N1)C1=CC=CC=C1